CC(C)(C)NC(=O)C1(OC(=CC1=O)C1=CC=CC=C1)C N-(1,1-dimethylethyl)-2,3-dihydro-2-methyl-3-oxo-5-phenyl-2-furancarboxamide